3-Ethoxy-benzaldehyd C(C)OC=1C=C(C=O)C=CC1